ClC1=CC=C(C=C1)NC(N(CCN1CCOCC1)C1=C(C=C(C(=O)NC2=NC=CC=C2)C=C1)C)=O 4-{3-(4-chlorophenyl)-1-[2-(4-morpholinyl)ethyl]ureido}-3-methyl-N-(pyridin-2-yl)benzamide